(R)-1-(4-((R)-amino(5-chloro-2-hydroxy-4-methylphenyl)methyl)piperidin-1-yl)-2,3-dihydroxypropan-1-one N[C@H](C1CCN(CC1)C([C@@H](CO)O)=O)C1=C(C=C(C(=C1)Cl)C)O